(1R,2R)-2-fluoro-N-{3-[6-(1-hydroxybutyl)-4-methylpyridin-3-yl]-1,6-naphthyridin-7-yl}cyclopropane-1-carboxamide F[C@H]1[C@H](C1)C(=O)NC1=NC=C2C=C(C=NC2=C1)C=1C=NC(=CC1C)C(CCC)O